2,4-DIFLUORO-3-(TRIMETHYLSILYL)PHENYLBORONIC ACID FC1=C(C=CC(=C1[Si](C)(C)C)F)B(O)O